NC1=NC=2C=CC(=CC2C=2N1C=NC2)C(=O)N(CC2=NC=C(C=C2)C(F)(F)F)[C@H](C)C2=NC=CC=N2 (R)-5-amino-N-(1-(pyrimidin-2-yl)ethyl)-N-((5-(trifluoromethyl)pyridin-2-yl)methyl)imidazo[1,5-c]quinazoline-9-carboxamide